OC1=CC=C(C=C1)C(C)(C1=CC2=CC=CC=C2C=C1)C1=CC=C(C=C1)O 1,1-Bis-(4-hydroxyphenyl)-1-(2-naphthyl)-ethane